CN(CCCCCCCCCN1C(C2=CC=CC=C2C1=O)=O)C 2-[9-(dimethylamino)nonyl]isoindole-1,3-dione